(Z)-7-(4-cyanopyridin-2-yl)-N'-(6,7-dihydroquinolin-8(5H)-ylidene)-2,7-diazaspiro[3.5]nonane-2-thiohydrazide C(#N)C1=CC(=NC=C1)N1CCC2(CN(C2)C(N\N=C/2\CCCC=3C=CC=NC23)=S)CC1